2-(2,4-Difluoro-6-nitrophenoxy)cyclobutan-1-ol FC1=C(OC2C(CC2)O)C(=CC(=C1)F)[N+](=O)[O-]